COC1=CC=C(C=C1)C(C)(C)C=1N=C(SC1)NC(C1=CC(=CC=C1)CN1CCNCC1)=O N-(4-(2-(4-methoxyphenyl)propan-2-yl)thiazol-2-yl)-3-(piperazin-1-ylmethyl)benzamide